(Z)-4-((5-fluoro-2-methyl-3-((2-(1-methyl-1H-pyrrol-2-yl)acetamido)methyl)-1H-inden-1-ylidene)methyl)-2,6-dimethoxyphenyl [1,4'-bipiperidine]-1'-carboxylate N1(CCCCC1)C1CCN(CC1)C(=O)OC1=C(C=C(C=C1OC)\C=C/1\C(=C(C2=CC(=CC=C12)F)CNC(CC=1N(C=CC1)C)=O)C)OC